C1(=CC=C(C=C1)S(=O)(=O)NN=C1CC2CCC(C1)N2C(=O)OC(C)(C)C)C tert-butyl 3-(p-tolylsulfonylhydrazono)-8-azabicyclo[3.2.1]octane-8-carboxylate